O=C(C=O)CCCCCCC ketodeoxypelargonic acid